diethyl 2,6-diisopropyl-1,4-dihydropyridine-3,5-dicarboxylate C(C)(C)C=1NC(=C(CC1C(=O)OCC)C(=O)OCC)C(C)C